(S)-[3-diazo-1-(4-nitrobenzyl)-2-oxo-propyl]-tert-butyl carbamate C(N)(OC(C[C@@H](C(C=[N+]=[N-])=O)CC1=CC=C(C=C1)[N+](=O)[O-])(C)C)=O